CN1CC(CC1)CCO 2-(1-methyltetrahydro-1H-pyrrol-3-yl)ethan-1-ol